methyl 2-(benzylamino)-4-methoxy-6-methylbenzoate C(C1=CC=CC=C1)NC1=C(C(=O)OC)C(=CC(=C1)OC)C